OCC(C)(C)N(CCCCCCCC(=O)OC(CCCCCCCC)CCCCCCCC)CCCCCC(OCCCCCCCCCCC)=O 1-octylnonyl 8-[(2-hydroxy-1,1-dimethyl-ethyl)-(6-oxo-6-undecoxy-hexyl)amino]octanoate